ClC1=CC(=C(C=C1C#N)NS(=O)(=O)C=1C(=C(C(=O)OC)C=CC1C1CC1)F)OC1CCCC1 methyl 3-(N-(4-chloro-5-cyano-2-(cyclopentyloxy)phenyl)sulfamoyl)-4-cyclopropyl-2-fluorobenzoate